pyrrolidineOne N1C(CCC1)=O